C1=CC=CC=2C3=CC=CC=C3C(C12)COC(=O)N[C@H](C(=O)NC=1C=CC(=C(C1)S(=O)(=O)O)CO)CCCNC(=O)N 5-[[(2S)-2-(9H-fluoren-9-ylmethoxycarbonylamino)-5-ureido-pentanoyl]amino]-2-(hydroxymethyl)benzenesulfonic acid